CN(CCSC1=C(C=C(C(=C1)OC)NC1=NC=CC(=N1)C1=CN(C2=CC=CC=C12)C)N)C 4-((2-(Dimethylamino)ethyl)thio)-6-methoxy-N1-(4-(1-methyl-1H-indol-3-yl)pyrimidin-2-yl)benzene-1,3-diamine